tert-butyl (3S)-3-[(8-carbamoyl-6-{3,5-difluoro-4-[(4-hydroxyoxan-4-yl)methoxy]phenyl}pyrido[3,2-d]pyrimidin-4-yl)amino]piperidine-1-carboxylate C(N)(=O)C1=CC(=NC2=C1N=CN=C2N[C@@H]2CN(CCC2)C(=O)OC(C)(C)C)C2=CC(=C(C(=C2)F)OCC2(CCOCC2)O)F